N-(2,6-Diiodo-4-(perfluorobutan-2-yl)phenyl)-2-fluoro-3-(hydroxyamino)benzamide IC1=C(C(=CC(=C1)C(C(F)(F)F)(C(C(F)(F)F)(F)F)F)I)NC(C1=C(C(=CC=C1)NO)F)=O